N-(5-(7'-fluoro-3'-methyl-2'-oxo-2',3'-dihydrospiro[cyclobutane-1,1'-pyrrolo[2,3-c]quinolin]-8'-yl)-2-(2-(isopropylamino)ethoxy)pyridin-3-yl)propane-2-sulfonamide FC=1C(=CC=2C3=C(C=NC2C1)N(C(C31CCC1)=O)C)C=1C=C(C(=NC1)OCCNC(C)C)NS(=O)(=O)C(C)C